COC(=O)[C@@H]1O[C@@H]1COC1=C(C=CC(=C1)Br)NC(=O)OC(C)(C)C (2R,3R)-3-((5-bromo-2-((tert-butoxycarbonyl)amino)phenoxy)methyl)oxirane-2-carboxylic acid methyl ester